C(C)(C)C1=C(NC2=C1N=C(S2)C2CCN(CC2)CCS(=O)(=O)C)C2=CN(C1=NC=CC=C12)C 6-isopropyl-5-(1-methyl-1H-pyrrolo[2,3-b]pyridin-3-yl)-2-(1-(2-(methylsulfonyl)ethyl)piperidin-4-yl)-4H-pyrrolo[3,2-d]thiazole